ClCC1=NC2=C(N1C[C@H]1OCC1)C=C(C=C2OCC(F)F)C(=O)OC methyl (S)-2-(chloromethyl)-4-(2,2-difluoroethoxy)-1-((oxetan-2-yl) methyl)-1H-benzo[D]imidazole-6-carboxylate